N1(CCCC2=CC=CC=C12)C(=O)ON=CC1=CC=CC(=C1)C(F)(F)F 5-trifluoromethyl-benzaldehyde O-(1,2,3,4-tetrahydroquinoline-1-carbonyl) oxime